7-Fluoro-2-{2-[(5Z)-5-hydrazinylidene-2-azabicyclo[2.2.1]heptan-2-yl]-2-oxoethyl}-4H-1lambda6,2,4-benzothiadiazine-1,1,3-trione FC1=CC2=C(NC(N(S2(=O)=O)CC(=O)N2C3C/C(/C(C2)C3)=N/N)=O)C=C1